11-((N-(4-Butyldecanoyl)-N-methylglycyl)oxy)-6-((4-((tert-butyldiphenylsilyl)oxy)-butyl) (methyl)amino)undecyl 4-pentylundecanoate C(CCCC)C(CCC(=O)OCCCCCC(CCCCCOC(CN(C)C(CCC(CCCCCC)CCCC)=O)=O)N(C)CCCCO[Si](C1=CC=CC=C1)(C1=CC=CC=C1)C(C)(C)C)CCCCCCC